The molecule is a doubly-charged organophosphate oxoanion resulting from the removal of two protons from the diphosphate group of alpha-D-rhamnosyl-(1->4)-N-acetyl-D-glucosaminyl undecaprenyl diphosphate; major species at pH 7.3. It is a conjugate base of an alpha-D-rhamnosyl-(1->4)-N-acetyl-D-glucosaminyl undecaprenyl diphosphate. C[C@@H]1[C@H]([C@@H]([C@@H]([C@H](O1)O[C@@H]2[C@H](OC([C@@H]([C@H]2O)NC(=O)C)OP(=O)([O-])OP(=O)([O-])OC/C=C(/C)\\CC/C=C(/C)\\CC/C=C(/C)\\CC/C=C(/C)\\CC/C=C(/C)\\CC/C=C(/C)\\CC/C=C(/C)\\CC/C=C(/C)\\CC/C=C(\\C)/CC/C=C(\\C)/CCC=C(C)C)CO)O)O)O